C[NH+](C1CCCCC1)C di-methylcyclohexylammonium